cis-7-Methyl-2-(oxazol-2-carbonyl)-N-(3,4,5-trifluorophenyl)-2,3,3a,4,10,10a-hexahydro-1H,7H-dipyrrolo[3,4-b:3',4'-f][1,4,5]oxathiazocin-8-carboxamid-5,5-dioxid CN1C(=C2OC[C@@H]3[C@H](NS(C2=C1)(=O)=O)CN(C3)C(=O)C=3OC=CN3)C(=O)NC3=CC(=C(C(=C3)F)F)F